C(#C)C1=CC(=C(C=C1F)NS(=O)(=O)C1=CNC(=C1)C1=NC=CC=C1)F N-(4-ethynyl-2,5-difluoro-phenyl)-5-(2-pyridyl)-1H-pyrrole-3-sulfonamide